OC=1C(=C(C=CC1C1=CC=CC=C1)C#CC1=CC=C(C=C1)C1=CC=CC=C1)O dihydroxydiphenyltolane